fluorolactate FC(C(=O)[O-])(O)C